(m-maleimidobenzoyl)N-hydroxysuccinimide C1(C=CC(N1C=1C=C(C(=O)C2C(=O)N(C(C2)=O)O)C=CC1)=O)=O